1H-1,3-benzodiazole-5-amine N1C=NC2=C1C=CC(=C2)N